non-1,8-dien-5-ol C=CCCC(CCC=C)O